ClC=1C(NN=CC1N1CC=2N=CN=C(C2CC1)OC1=C(C=C(C=C1)F)C(F)(F)F)=O 4-chloro-5-(4-(4-fluoro-2-(trifluoromethyl)phenoxy)-5,8-dihydropyrido[3,4-d]Pyrimidin-7(6H)-yl)pyridazin-3(2H)-one